N[C@H]1[C@@H]2N(C[C@H]1CC2)C(=O)C2=CC1=C(N(C(=N1)C=1N(C3=C(C=CC=C3C1)C=1C=NNC1)CC1C(C1)(F)F)C)C(=C2)OC ((1R,4R,7R)-7-amino-2-azabicyclo[2.2.1]heptan-2-yl)(2-(1-((2,2-difluorocyclopropyl)meth-yl)-7-(1H-pyrazol-4-yl)-1H-indol-2-yl)-7-methoxy-1-methyl-1H-benzo[d]imidazol-5-yl)methanone